C(#N)C1=C(OC2=CC=C3N=CC(=NC3=C2)[C@H]2COC3(C2)CCN(CC3)C(=O)OC(C)(C)C)C(=CC=C1NS(N(C)CC)(=O)=O)F tertbutyl (3s)-3-[7-[2-cyano-3-[[ethyl(methyl)sulfamoyl]amino]-6-fluoro-phenoxy]quinoxalin-2-yl]-1-oxa-8-azaspiro[4.5]decane-8-carboxylate